ClC1=CC2=C(NC(=N2)CNC2=NC(=NC=3N2N=CC3C3=CN=NC=C3)N3CCOCC3)C=C1Cl N-[(5,6-dichloro-1H-benzimidazol-2-yl)methyl]-2-(morpholin-4-yl)-8-(pyridazin-4-yl)pyrazolo[1,5-a][1,3,5]triazin-4-amine